tert-butyl N-[2-[2-(4-amino-2-chlorophenyl) ethoxy] ethyl]-N-methylcarbamate NC1=CC(=C(C=C1)CCOCCN(C(OC(C)(C)C)=O)C)Cl